FC(OC1=C(C=C(C(=O)OC)C=C1)C=C)F methyl 4-(difluoromethoxy)-3-vinylbenzoate